N1(CCOCC1)C(=O)O[C@@H]1CC[C@H](CC1)C(N(C[C@@H]1CC[C@H](CC1)C1=CC(=C(C=C1)OC)C)C1=CC(=CC=C1)C=1C=NN(C1)C1CC1)=O trans-4-((3-(1-Cyclopropyl-1H-pyrazol-4-yl)phenyl)((trans-4-(4-methoxy-3-methylphenyl)cyclohexyl)methyl) carbamoyl)cyclohexyl morpholine-4-carboxylate